(2S,3R,4R,5S)-1-(((1r,4S)-4-(1,1-difluoroethyl)cyclohexyl)methyl)-2-(hydroxymethyl)piperidine FC(C)(F)C1CCC(CC1)CN1[C@@H](CCCC1)CO